(S)-4-(heptane-4-yl)-2,2-dimethyloxazolidine-3-carboxylic acid tert-butyl ester C(C)(C)(C)OC(=O)N1C(OC[C@@H]1C(CCC)CCC)(C)C